6,7-dihydro-2H-pyrido[2,1-a]Isoquinoline-3-carboxylic acid ethyl ester C(C)OC(=O)C=1CC=C2N(CCC3=CC=CC=C23)C1